N-phenylphenylenediamine C1(=CC=CC=C1)NC1=C(C=CC=C1)N